(4-(4-((3-(2,3-difluoro-4-methoxyphenyl)imidazo[1,2-a]pyrazin-8-yl)amino)-2-methylbenzoyl)piperazin-1-yl)((2S,3R)-3-hydroxypyrrolidin-2-yl)methanone hydrochloride Cl.FC1=C(C=CC(=C1F)OC)C1=CN=C2N1C=CN=C2NC2=CC(=C(C(=O)N1CCN(CC1)C(=O)[C@H]1NCC[C@H]1O)C=C2)C